2-fluoro-4-[1-(4-fluorophenyl)-4-hydroxy-2-(trifluoromethyl)indol-3-yl]benzoic acid FC1=C(C(=O)O)C=CC(=C1)C1=C(N(C2=CC=CC(=C12)O)C1=CC=C(C=C1)F)C(F)(F)F